(1R,2s,5R)-2-Isopropyl-5-methylcyclohexyl (E)-3-(3-methylquinolin-7-yl)acrylate CC=1C=NC2=CC(=CC=C2C1)/C=C/C(=O)O[C@H]1[C@@H](CC[C@H](C1)C)C(C)C